N-(2-((2-(dimethylamino)ethyl)(methyl)amino)-5-((5-chloro-4-(4-fluoro-1-isopropyl-2-methyl-1H-benzo[d]imidazole-6-yl)pyrimidin-2-yl)amino)-4-methoxyphenyl)acrylamide CN(CCN(C1=C(C=C(C(=C1)OC)NC1=NC=C(C(=N1)C=1C=C(C2=C(N(C(=N2)C)C(C)C)C1)F)Cl)NC(C=C)=O)C)C